(S)-4-(3-(1-Acryloylpiperidin-2-yl)-8-aminoimidazo[1,5-a]pyrazin-1-yl)-N-(pyrimidin-2-yl)benzamide C(C=C)(=O)N1[C@@H](CCCC1)C1=NC(=C2N1C=CN=C2N)C2=CC=C(C(=O)NC1=NC=CC=N1)C=C2